C[C@@]12C(=O)CC[C@H]1[C@@H]1CCC3=CC(=O)CC[C@]3(C)[C@H]1CC2 4-Androstenedione